N[C@@H]([C@H](C(=O)O)O)CCC (2R,3R)-3-AMINO-2-HYDROXYHEXANOIC ACID